COC=1C=C(C=CC1)CN1C(N(C2=C1C=CC(=C2)S(=O)(=O)NC2(CC2)C)C)=O 1-[(3-methoxyphenyl)methyl]-3-methyl-N-(1-methylcyclopropyl)-2-oxo-benzimidazole-5-sulfonamide